FC1([C@H]([C@@H](CCC1)[C@H]1N2C(C3=CC=CC=C13)=CN=C2)O)F (1S,6S)-2,2-Difluoro-6-((R)-5H-imidazo[5,1-a]isoindol-5-yl)cyclohexan-1-ol